3-(1-methylsulfonylethyl)-1H-pyrazole CS(=O)(=O)C(C)C1=NNC=C1